CC1=NOCC1(C)C(C)(C)O 2-(3,4-dimethyl-isoxazol-4-yl)propan-2-ol